2-(4-(1-(1-acryloylpyrrolidin-3-yl)-5-aminoimidazo[1,5-c]pyrimidin-3-yl)phenoxy)nicotinonitrile C(C=C)(=O)N1CC(CC1)C=1N=C(N2C(=NC=CC21)N)C2=CC=C(OC1=C(C#N)C=CC=N1)C=C2